1,1-diphenyl-1λ5-phosphinine-2,6-dicarbonitrile C1(=CC=CC=C1)P1(=C(C=CC=C1C#N)C#N)C1=CC=CC=C1